O=C1NC2=CC=C(C=C2C1)C=1CCN(CC1)C(=O)OC(C)(C)C tertbutyl 4-(2-oxoindolin-5-yl)-3,6-dihydropyridine-1(2H)-carboxylate